ClC=1C=CC2=C(N(CC(O2)C(=O)NC23CC(C2)(C3)NC(COC3=CC(=C(C=C3)Cl)F)=O)C(=O)[C@@H]3[C@H](C3)F)C1 6-chloro-N-{3-[2-(4-chloro-3-fluorophenoxy)acetamido]bicyclo[1.1.1]pent-1-yl}-4-[(1R,2S)-2-fluorocyclopropane-1-carbonyl]-3,4-dihydro-2H-1,4-benzoxazine-2-carboxamide